OCC1=CC(=NC=C1)C=O 4-(HYDROXYMETHYL)-2-PYRIDINECARBOXALDEHYDE